C1(CCCCC1)COC1=NC=CC(=C1)C1(CCOCC1)C(=O)[O-].[Li+].OC=1C=C(C=CC1O)/C=C/C(=O)NCCC1=CC=C(C=C1)OCCC(F)(F)F (E)-3-(3,4-dihydroxyphenyl)-N-(4-(3,3,3-trifluoropropoxy)phenethyl)acrylamide lithium 4-[2-(cyclohexylmethoxy)-4-pyridyl]tetrahydropyran-4-carboxylate